[Na+].OCCNCC(=O)[O-] N-hydroxyethylglycine, sodium salt